BrC1=C(C=CC=2OC(OCC21)(F)F)C 5-bromo-2,2-difluoro-6-methylbenzo[d][1,3]dioxine